(Z)-5-((1-(3,5-bis(trifluoromethyl)benzyl)-1H-indol-3-yl)methylene)-2-iminothiazolidin-4-one FC(C=1C=C(CN2C=C(C3=CC=CC=C23)C=C2C(N/C(/S2)=N/[H])=O)C=C(C1)C(F)(F)F)(F)F